(s)-1-(3-(2-(1H-pyrrolo[2,3-b]pyridin-3-yl)thiazol-4-yl)phenyl)-1-(thiazol-2-yl)ethan N1C=C(C=2C1=NC=CC2)C=2SC=C(N2)C=2C=C(C=CC2)[C@H](C)C=2SC=CN2